C(=O)C=1C=CC2=C(C3=C(O2)C=C(C=C3)[C@@H](C(F)(F)F)N[C@H](C(=O)O)CC(C)(C)F)C1 (2S)-2-((1S)-1-(8-formyldibenzo[b,d]furan-3-yl)-2,2,2-trifluoroethyl)amino-4-fluoro-4-methylpentanoic acid